2,6-difluoro-thiophenol FC1=C(C(=CC=C1)F)S